1-(13Z,16Z-docosadienoyl)-2-nonadecanoyl-glycero-3-phosphoserine CCCCCCCCCCCCCCCCCCC(=O)O[C@H](COC(=O)CCCCCCCCCCC/C=C\C/C=C\CCCCC)COP(=O)(O)OC[C@@H](C(=O)O)N